C(CCCCCCC\C=C/C\C=C/CCCCC)N(OC(CCCN(C)C)=O)CCCCCCCC\C=C/C\C=C/CCCCC 4-((di((9z,12z)-octadeca-9,12-dien-1-yl)amino)oxy)-N,N-dimethyl-4-oxobutan-1-amine